C[C@H]1CC[C@@H](N(C1)C(C(=O)OCC(F)(F)F)=O)C1=CC(=CC=C1)C(F)(F)F 2,2,2-trifluoroethyl 2-((2R,5S)-5-methyl-2-(3-(trifluoromethyl)phenyl)piperidin-1-yl)-2-oxoacetate